OC1[C@H](NC(C1C)O)C(=O)O 3,5-dihydroxy-4-methylproline